tert-Butyl (2R,5S)-4-(1-(4-cyanopyridin-2-yl)-3-formyl-1H-pyrrolo[3,2-c]pyridin-4-yl)-2,5-dimethylpiperazine-1-carboxylate C(#N)C1=CC(=NC=C1)N1C=C(C=2C(=NC=CC21)N2C[C@H](N(C[C@@H]2C)C(=O)OC(C)(C)C)C)C=O